C(C)(C)(C)N1C[C@@H](OCC1)COC1=CC(=C(C(=C1)C=1SC(=CN1)C)F)C(=O)OC tert-butyl-(R)-2-((4-fluoro-3-(methoxycarbonyl)-5-(5-methylthiazol-2-yl)phenoxy)methyl)morpholine